5-(4-pyrrol-1-yl-phenyl)-1,3-dihydro-benzoimidazol N1(C=CC=C1)C1=CC=C(C=C1)C1=CC2=C(NCN2)C=C1